indolone acetate C(C)(=O)O.N=1C(C=C2C=CC=CC12)=O